cis-N-[3-(2-methoxyphenyl)-1H-pyrrolo[2,3-b]pyridin-6-yl]-2-[(4-methylpiperazin-1-yl)methyl]cyclopropane-1-carboxamide COC1=C(C=CC=C1)C1=CNC2=NC(=CC=C21)NC(=O)[C@H]2[C@H](C2)CN2CCN(CC2)C